N[C@H]1CN(CCC1)C(=O)C1=CC2=C(N(C(=N2)C2=CC=3C=4N2C(CNC4C=CC3)C)C)C=C1 ((R)-3-aminopiperidin-1-yl)(1-methyl-2-(3-methyl-2,3-dihydro-1H-pyrrolo[1,2,3-de]quinoxalin-5-yl)-1H-benzo[d]imidazol-5-yl)methanone